(R)-3-(1-(difluoromethylene)-4-hydroxy-2,3-dihydro-1H-inden-5-yl)-6-((1-(2-hydroxyethyl)piperidin-3-yl)amino)-4-methyl-1,2,4-triazin-5(4H)-one FC(=C1CCC2=C(C(=CC=C12)C1=NN=C(C(N1C)=O)N[C@H]1CN(CCC1)CCO)O)F